(R)-2-((R)-3-Methyl-morpholin-4-yl)-9-(2-oxo-2-pyridin-3-yl-ethyl)-6-trifluoromethyl-6,7,8,9-tetrahydro-pyrimido[1,2-a]-pyrimidin-4-one C[C@H]1N(CCOC1)C=1N=C2N(C(C1)=O)[C@H](CCN2CC(C=2C=NC=CC2)=O)C(F)(F)F